P(O)(=O)(OP(=O)(O)O)OC[C@@H]1[C@H](C([C@@H](O1)N1C(=O)N=C(N)C=C1)(F)F)O 2',2'-difluorodeoxycytidine 5'-diphosphate